tert-butyl 9-(1-amino-5-cyano-4-(pyrimidin-2-yl)-1H-pyrazol-3-yl)-3-azaspiro[5.5]undec-8-ene-3-carboxylate NN1N=C(C(=C1C#N)C1=NC=CC=N1)C1=CCC2(CCN(CC2)C(=O)OC(C)(C)C)CC1